NC1=CC=C(C=N1)N1C2C(OCC1)CN(C2)C(=O)OC(C)(C)C Tert-Butyl 4-(6-aminopyridin-3-yl)hexahydropyrrolo[3,4-b][1,4]oxazine-6(2H)-carboxylate